7-[(1-cyanocyclopropyl)methoxy]-1-methyl-4-[4-methyl-4-(5-methyl-1,3-benzoxazol-2-yl)piperidin-1-yl]-2-oxo-1,2-dihydroquinoline-3-carbonitrile C(#N)C1(CC1)COC1=CC=C2C(=C(C(N(C2=C1)C)=O)C#N)N1CCC(CC1)(C=1OC2=C(N1)C=C(C=C2)C)C